S(=O)(=O)([O-])[O-].P(=O)(OO)([O-])O.[Al+3] Aluminum hydroxy phosphate sulfate